7-(1-(1-ethoxyethyl)-1H-pyrazol-4-yl)-N-((S)-1-fluoropropan-2-yl)-8-isopropoxy-[1,2,4]triazolo[1,5-c]pyrimidin-2-amine C(C)OC(C)N1N=CC(=C1)C1=C(C=2N(C=N1)N=C(N2)N[C@H](CF)C)OC(C)C